CC1=CC(N(C2=CC3=C(C=C12)C(=C4C=C5C(=CC([N+](=C5C=C4O3)C)(C)C)C)C6=C(C=CC(=C6)NC(=O)C7=CC=C(C=C7)CCl)C(=O)[O-])C)(C)C The molecule is the 6-isomer of a fluorescent dye with an emission wavelength of 602 nm, derived from a heteropentacyclic ring system. It has a role as a fluorochrome.